CC=1C(=C(NC(C)CCC)C(=CC1C)[N+](=O)[O-])[N+](=O)[O-] 3,4-dimethyl-2,6-dinitro-N-(2-pentyl)aniline